ClC1=C(C=C(C=2C3=C(NC12)C(CNC(C3)=O)CCI)C3=NN(N=C3)C)Cl 7,8-Dichloro-5-(2-iodoethyl)-10-(2-methyl-2H-1,2,3-triazol-4-yl)-3,4,5,6-tetrahydroazepino[4,5-b]indol-2(1H)-one